5'-cyano-2'-methoxy-[1,1'-biphenyl]-4-carboxylic acid C(#N)C=1C=CC(=C(C1)C1=CC=C(C=C1)C(=O)O)OC